OCCCOC(C1=CC=CC=C1)=O benzoic acid-3-hydroxypropyl ester